3,5-Di-trifluoromethyl-benzonitrile FC(C=1C=C(C#N)C=C(C1)C(F)(F)F)(F)F